C(C)OC(=O)C=1C(=NC(=NC1)N1[C@H](CCC1)CO)NCC1=CC(=C(C=C1)OC)Cl 4-[[(3-Chloro-4-methoxyphenyl)methyl]amino]-2-[(2R)-2-hydroxymethyl-1-pyrrolidinyl]-5-pyrimidinecarboxylic acid ethyl ester